(E)-benzenesulfonyl-4-methoxyaniline C1(=CC=CC=C1)S(=O)(=O)NC1=CC=C(C=C1)OC